FC=1C=C(OC(C)N)C=C(C1F)F 3,4,5-trifluorophenoxyethanamine